BrCC12CC3CC(CC(C1)C3)C2 1-(bromomethyl)adamantane